C(#N)C1=CC=C(C=C1)C1=CC=C(C=C1)C1=CC=C(C2=CC=CC=C12)C1=CC=C(C=C1)C1=NC(=NC(=N1)C1=CC=CC=C1)C1=CC=CC=C1 2-[4-{4-(4'-cyano-1,1'-biphenyl-4-yl)-1-naphthyl}phenyl]-4,6-diphenyl-1,3,5-triazine